(R)-10'-butyl-11'-methyl-8'-phenyl-8',9',10',11'-tetrahydro-6'H-spiro[cyclopropane-1,5'-[1,2,5]thiadiazepino[7,6-b]phenanthridine]-2'-carboxylic acid 12',12'-dioxide C(CCC)[C@H]1N(S(C2=CC=3C=4C=C(C=CC4C4(NC3C=C2N(C1)C1=CC=CC=C1)CC4)C(=O)O)(=O)=O)C